7-((3-bromo-6-methyl-5,5-dioxido-6,11-dihydrodibenzo[c,f][1,2]thiazepin-11-yl)amino)heptanoic acid BrC1=CC2=C(C(C3=C(N(S2(=O)=O)C)C=CC=C3)NCCCCCCC(=O)O)C=C1